lithium monocrotonate trifluoroborate B(F)(F)F.C(\C=C\C)(=O)[O-].[Li+]